(R)-N-(2-(1-methyl-1H-pyrrolo[2,3-b]pyridin-3-yl)-2-(pyrrolidin-1-yl)ethyl)-1H-indole-6-sulfonamide CN1C=C(C=2C1=NC=CC2)[C@H](CNS(=O)(=O)C2=CC=C1C=CNC1=C2)N2CCCC2